5-chloro-2-fluoro-3-((1-((2-methoxy-6-methylpyridin-3-yl)methyl)-6-oxo-4-(perfluoroethyl)-1,6-dihydropyrimidin-5-yl)oxy)benzonitrile ClC=1C=C(C(=C(C#N)C1)F)OC1=C(N=CN(C1=O)CC=1C(=NC(=CC1)C)OC)C(C(F)(F)F)(F)F